(5-bromopyrimidin-2-yl)-2,2-difluoroethanone BrC=1C=NC(=NC1)C(C(F)F)=O